7-amino-4-carbamoylmethylcoumarin NC1=CC=C2C(=CC(OC2=C1)=O)CC(N)=O